2,6-DIFLUORO-4-FORMYLBENZONITRILE FC1=C(C#N)C(=CC(=C1)C=O)F